FC(OC=1C=C(C=C(C1F)F)C=1C(=NC(=NC1)NC=1C=NN(C1)C)NC=1C=C(C=CC1F)NC(C=C)=O)F N-(3-((5-(3-(difluoromethoxy)-4,5-difluorophenyl)-2-((1-methyl-1H-pyrazol-4-yl)amino)pyrimidin-4-yl)amino)-4-fluorophenyl)acrylamide